5-cyclopropyl-1-(2-hydroxyethyl)-1H-pyrazole-4-carboxylic acid C1(CC1)C1=C(C=NN1CCO)C(=O)O